6-phenyl-6,11-dihydrobenzofuro[2,3-a]indolo[3,2-c]carbazole C1(=CC=CC=C1)N1C=2C=CC=CC2C=2C3=C(C4=C(C12)OC1=C4C=CC=C1)C=1C=CC=CC1N3